Tert-butyl (3R)-3-methanesulfonamidopyrrolidine-1-carboxylate CS(=O)(=O)N[C@H]1CN(CC1)C(=O)OC(C)(C)C